C(C)(C)(C)OC(NC1CC2CCC(C1)N2C(=O)C=2SC(=C(C2)C2=CC(=C(C=C2)C#N)F)Br)=O (8-(5-bromo-4-(4-cyano-3-fluorophenyl)thiophene-2-carbonyl)-8-Azabicyclo[3.2.1]oct-3-yl)carbamic acid tert-butyl ester